F[C@H]1[C@H](C(CN(C1)C1=NC=CC(=N1)NC=1N=CC2=C(C=CC(=C2C1)OC)N1CC(C1)CS(=O)(=O)C)(C)C)O (4S,5R)-5-fluoro-1-[4-({8-[3-(methanesulfonylmeth-yl)azetidin-1-yl]-5-methoxyisoquinolin-3-yl}amino)pyrimidin-2-yl]-3,3-dimethylpiperidin-4-ol